C1(CC1)N1N=C(C2=C(C1=O)C(=C(C(N2C)=O)C)NC2=C(C=C(C=C2)I)F)C=2C=C(C=CC2)CS(=O)N [3-[6-cyclopropyl-4-(2-fluoro-4-iodo-anilino)-1,3-dimethyl-2,5-dioxo-pyrido[2,3-d]pyridazin-8-yl]phenyl]methanesulfinamide